O=C1N(C=CC=C1)C=1C=NC(=CC1)NC1=CC=C(N=N1)C(=O)N 6-({2-oxo-2H-[1,3'-bipyridine]-6'-yl}amino)pyridazine-3-carboxamide